Ethyl 1-(2-(Benzyloxy)-5-fluorophenyl)cyclopropane-1-carboxylate C(C1=CC=CC=C1)OC1=C(C=C(C=C1)F)C1(CC1)C(=O)OCC